6-((((S)-1-(6-aminopyridin-3-yl)piperidin-3-yl)((2-methoxypyridin-4-yl)methyl)amino)methyl)-9-fluoro-10-(4-hydroxypiperidin-1-yl)-3-methyl-2H-[1,4]oxazino[2,3,4-ij]quinolin-7(3H)-one NC1=CC=C(C=N1)N1C[C@H](CCC1)N(CC1=CC(=NC=C1)OC)CC1=CN2C3=C(C(=C(C=C3C1=O)F)N1CCC(CC1)O)OCC2C